C(C)(CC)C1C(NC2=C(CN1C(CS(=O)(=O)C)=O)C=CC=C2)=O 3-(sec-butyl)-4-(2-(methylsulfonyl)acetyl)-1,3,4,5-tetrahydro-2H-benzo[1,4]diazepin-2-one